4-({4-[(2,4-dioxo-1H-quinazolin-3-yl)methyl]-1,2,3-triazacyclopent-1-yl}methyl)benzoic acid O=C1NC2=CC=CC=C2C(N1CC1NNN(C1)CC1=CC=C(C(=O)O)C=C1)=O